BrC=1C=C(NC1)\C=C\1/C(NC2=CC=C(C=C12)C1=C(C2=C(OCCN2)N=C1)C)=O (Z)-3-((4-bromo-1H-pyrrol-2-yl)methylene)-5-(8-methyl-2,3-dihydro-1H-pyrido[2,3-b][1,4]oxazin-7-yl)indolin-2-one